CC(C(=O)O)(CC(=O)O)C=CC 2-methyl-2-propene-1-yl-succinic acid